FC=1C(=CC(=C(C1)N1C(C=CC2=CC(=CC=C12)S(=O)(=O)NC1=NOC=C1)=O)OC)C1CC(C1)(C(F)(F)F)F (P)-1-(5-FLUORO-4-(3-FLUORO-3-(TRIFLUOROMETHYL)CYCLOBUTYL)-2-METHOXYPHENYL)-N-(ISOXAZOL-3-YL)-2-OXO-1,2-DIHYDROQUINOLINE-6-SULFONAMIDE